CC=1C(=C(C=C(C1)C)O)C=1N=NC(=NN1)N[C@H]1CN(CCC1)C (R)-3,5-dimethyl-2-(6-((1-methylpiperidin-3-yl)amino)-1,2,4,5-tetraazin-3-yl)phenol